FC1=C(C=C2CC([C@H](C2=C1)NC(O[C@@H]1CN2CCC1CC2)=O)(C)C)C2=CC(=CC=C2)CCC (S)-quinuclidin-3-yl ((R)-6-fluoro-2,2-dimethyl-5-(3-propylphenyl)-2,3-dihydro-1H-inden-1-yl)carbamate